ClC=1C(=CC(=C(C1)S(=O)(=O)NC1=NC=NC=C1)F)N1C[C@@](CCC1)(CCC1=CC(=CC=C1)C(F)(F)F)N(C)C (S)-5-Chloro-4-(3-(dimethylamino)-3-(3-(trifluoromethyl)-phenethyl)piperidin-1-yl)-2-fluoro-N-(pyrimidin-4-yl)benzene-sulfonamide